2-(2-ethyl-5-methyl-pyrazole-3-carbonyl)imino-7-methoxy-3H-benzimidazole-5-carboxamide C(C)N1N=C(C=C1C(=O)N=C1NC2=C(N1)C(=CC(=C2)C(=O)N)OC)C